7-(5-(3-cyano-6-(1-methyl-1H-pyrazol-4-yl)pyrazolo[1,5-a]pyridin-4-yl)pyridin-2-yl)-2,7-diazaspiro[3.5]nonane-2-carboxylic acid cyclopentyl ester C1(CCCC1)OC(=O)N1CC2(C1)CCN(CC2)C2=NC=C(C=C2)C=2C=1N(C=C(C2)C=2C=NN(C2)C)N=CC1C#N